4-(4-Cyano-3-hydroxy-6-phenoxy-quinolin-2-yl)-4-oxo-butyric acid ethyl ester C(C)OC(CCC(=O)C1=NC2=CC=C(C=C2C(=C1O)C#N)OC1=CC=CC=C1)=O